O=C(CCC(=O)O)C=1C=NC=CC1 4-Oxo-4-pyridin-3-yl-butyric acid